[Te]1C=CC=C1 TELLUROPHENE